[Si](C)(C)(C(C)(C)C)OCCC1(C(CCNC2=C1C=C(C=C2)Cl)(F)F)O 5-{2-[(tert-butyldimethylsilyl)oxy]ethyl}-7-chloro-4,4-difluoro-2,3,4,5-tetrahydro-1H-1-benzoazepin-5-ol